aminopropylmethylmorpholinium methylsulfate COS(=O)(=O)[O-].NCCC[N+]1(CCOCC1)C